oxan-4-yl 3-[(2-methoxy-5-{3-[(deutero)methylcarbamoyl]-1H-indazol-6-yl}pyridin-3-yl)formamido]-2,2-dimethylpropanoate COC1=NC=C(C=C1C(=O)NCC(C(=O)OC1CCOCC1)(C)C)C1=CC=C2C(=NNC2=C1)C(NC[2H])=O